3-[(1-METHOXYPROPAN-2-YL)(METHYL)AMINO]PROPANAL COCC(C)N(CCC=O)C